methyl (3S)-7-oxoindolizine-3-carboxylate O=C1C=CN2[C@@H](C=CC2=C1)C(=O)OC